piperazine-1,2,3-tricarboxylate N1(C(C(NCC1)C(=O)[O-])C(=O)[O-])C(=O)[O-]